(Z)-3-fluoro-4-(2-isopropyl-4-(4-(morpholinosulfonyl)phenyl)-1H-benzo[d]imidazol-1-yl)but-2-en-1-amine F\C(=C/CN)\CN1C(=NC2=C1C=CC=C2C2=CC=C(C=C2)S(=O)(=O)N2CCOCC2)C(C)C